2,3-dichlorobenzylthiourea ClC1=C(CNC(=S)N)C=CC=C1Cl